1,6-diisocyanato-2,2,4,4-tetra-methylhexane N(=C=O)CC(CC(CCN=C=O)(C)C)(C)C